FC(C(C)(C)N1N=CC(=C1)C(=O)NC1=C(C=C(C(=C1)C=1C=C(C=2N(C1)C=CN2)N2CCOCC2)C)F)F 1-(1,1-difluoro-2-methylpropan-2-yl)-N-(2-fluoro-4-methyl-5-(8-morpholinoimidazo[1,2-a]pyridin-6-yl)phenyl)-1H-pyrazole-4-carboxamide